5-((4-methoxybenzyl)oxy)-N-(1-methylpiperidin-3-yl)-[1,2,4]triazolo[1,5-a]pyrimidin-2-amine COC1=CC=C(COC2=NC=3N(C=C2)N=C(N3)NC3CN(CCC3)C)C=C1